CC1=C(C=CC=C1NC(C1=NC=C(C(=C1)OC)CN[C@@H]1COCC1)=O)C1=C(C(=CC=C1)NC(C1=NC=C(C(=C1)OC)CN[C@@H]1COCC1)=O)C N,N'-(2,2'-dimethyl-[1,1'-biphenyl]-3,3'-diyl)bis(4-methoxy-5-((((S)-tetrahydrofuran-3-yl)amino)methyl)picolinamide)